ClC1=C(C(=CC=2NC(=NC21)C(O)C2=C(C=C(C=C2)S(=O)(=O)CC)F)Cl)C2=C(C=CC=C2)OC(F)F (4,6-dichloro-5-(2-(difluoromethoxy)phenyl)-1H-benzo[d]imidazol-2-yl)(4-(ethylsulfonyl)-2-fluorophenyl)methanol